ClC=1C=CC2=C(N=C(O2)C2CC3(CC(C3)NC(=O)C=3OC(=CC3)S(NC(=O)C3COCC3)(=O)=O)C2)C1 (Sa)-N-[6-(5-chloro-1,3-benzoxazol-2-yl)spiro[3.3]heptan-2-yl]-5-(tetrahydrofuran-3-carbonylsulfamoyl)furan-2-carboxamide